titanium lanthanum bismuth oxide [Bi]=O.[La].[Ti]